1-((1-vinylcyclobutyl)amino)-1,4-dihydropyridine-2,5-dicarboxamide C(=C)C1(CCC1)NN1C(=CCC(=C1)C(=O)N)C(=O)N